oxyethylene diacrylate C(C=C)(=O)OOCCOC(C=C)=O